benzyl 7,10-bis(2-((tert-butyldimethylsilyl) oxy) ethyl)-3,6,9-trioxo-1-phenyl-2-oxa-4,7,10-triazatridecane-13-oate [Si](C)(C)(C(C)(C)C)OCCN(C(CNC(OCC1=CC=CC=C1)=O)=O)CC(N(CCC(=O)OCC1=CC=CC=C1)CCO[Si](C)(C)C(C)(C)C)=O